NCCN(CC(=O)O)CC(=O)O N-(2-aminoethyl)iminodiacetic acid